C[C@@H](CCCC(=O)O)CC[C@H](CCC=C)C(=C)C.C(C)(C)(C)[Si](OCCS(=O)(=O)N)(C1=CC=CC=C1)C1=CC=CC=C1 2-[tert-butyl-(diphenyl)silyl]oxyethanesulfonamide (3S,6S)-3-methyl-6-isopropenyl-9-decen-1-yl-acetate